C(=O)(OC(C)(C)C)N1C[C@H](CC1)N (S)-(+)-1-Boc-3-aminopyrrolidine